CN1[C@H](CN(CC1)C(=O)C1=CC=C(C(=O)N2C[C@H]([C@@H](C2)C(=O)N[C@@H]2[C@H](C2)C2=CC=CC=C2)C(=O)N[C@@H]2[C@H](C2)C2=CC=CC=C2)C=C1)C(NCCCCCCCCCCCCCC)=O (3S,4S)-1-(4-((R)-4-methyl-3-(tetradecylcarbamoyl)piperazine-1-carbonyl)benzoyl)-N3,N4-bis((1S,2R)-2-phenylcyclopropyl)pyrrolidine-3,4-dicarboxamide